3-Sulfopropylmethacrylat S(=O)(=O)(O)CCCOC(C(=C)C)=O